ClC=1N=C(C2=C(N1)CCS2=O)NC2=CC(=C(C=C2)CC(=O)OC)F methyl 2-(4-((2-chloro-5-oxo-6,7-dihydrothieno[3,2-d]pyrimidin-4-yl)amino)-2-fluorophenyl)acetate